3-(4-methoxy-phenylamino)-isonicotinic acid COC1=CC=C(C=C1)NC1=C(C(=O)O)C=CN=C1